2-(6-(((1S,3R,4S,5S)-4-fluoro-1,8-dimethyl-8-azabicyclo[3.2.1]oct-6-en-3-yl)oxy)pyridazin-3-yl)-5-(2-methoxypyridin-4-yl)phenol F[C@@H]1[C@@H](C[C@]2(C=C[C@@H]1N2C)C)OC2=CC=C(N=N2)C2=C(C=C(C=C2)C2=CC(=NC=C2)OC)O